C(C)(C)(C)C=1C=C(C=C(C1)C(C)(C)C)P(C1=C(C=CC=C1)P(C1=CC(=CC(=C1)C(C)(C)C)C(C)(C)C)C1=CC(=CC(=C1)C(C)(C)C)C(C)(C)C)C1=CC(=CC(=C1)C(C)(C)C)C(C)(C)C 1,2-bis(bis(3,5-di-tert-butylphenyl)phosphino)benzene